7-(1-acetylpiperidin-4-yl)pyrrolo[2,1-f][1,2,4]triazin-4-amine C(C)(=O)N1CCC(CC1)C1=CC=C2C(=NC=NN21)N